2-(4-amino-6-bromo-7-fluoro-9H-pyrimido[4,5-b]indol-9-yl)acetic acid NC1=NC=NC=2N(C3=CC(=C(C=C3C21)Br)F)CC(=O)O